2-HYDROXY-3-METHYLBENZALDEHYDE OC1=C(C=O)C=CC=C1C